N-[4-(4-methyl-2-pyrimidin-5-ylpiperazine-1-carbonyl)-3-pyrrolidin-1-ylphenyl]cyclopropanecarboxamide CN1CC(N(CC1)C(=O)C1=C(C=C(C=C1)NC(=O)C1CC1)N1CCCC1)C=1C=NC=NC1